4-((5-(3-(1H-indazol-6-yl)-1,4-dihydrothieno[2',3':4,5]cyclopenta[1,2-c]pyrazol-6-yl)pyridin-2-yl)methyl)morpholine N1N=CC2=CC=C(C=C12)C=1C2=C(NN1)C1=C(C2)SC(=C1)C=1C=CC(=NC1)CN1CCOCC1